trans-4-((4-(2-Cyclopropyloxazol-4-yl)pyridine-2-yl)((trans-4-(5-methoxy-6-methylpyridin-2-yl)cyclohexyl)methyl)carbamoyl)cyclohexyl 3-(dimethylamino)azetidine-1-carboxylate CN(C1CN(C1)C(=O)O[C@@H]1CC[C@H](CC1)C(N(C[C@@H]1CC[C@H](CC1)C1=NC(=C(C=C1)OC)C)C1=NC=CC(=C1)C=1N=C(OC1)C1CC1)=O)C